P(OC1=C(C=C(C=C1C)C(C)(C)C)C(C)(C)C)(OC1=C(C=C(C=C1C)C(C)(C)C)C(C)(C)C)OCC bis(2,4-di-tert-butyl-6-methyl phenyl) ethyl phosphite